[Si](C1=CC=CC=C1)(C1=CC=CC=C1)(C(C)(C)C)OCCC(C)C1=C(NC(C2=CN=C(C(=C12)F)Cl)=O)C 4-[3-[tert-butyl(diphenyl)silyl]oxy-1-methyl-propyl]-6-chloro-5-fluoro-3-methyl-2H-2,7-naphthyridin-1-one